CC=1N=CC=2C=CC=C(C2C1)S(=O)(=O)O 3-methylisoquinoline-5-sulfonic acid